(1-methyl-cyclopropyl)-methanol CC1(CC1)CO